morpholino(3-nitro-4-(piperidin-1-yl)phenyl)methanone O1CCN(CC1)C(=O)C1=CC(=C(C=C1)N1CCCCC1)[N+](=O)[O-]